4-(4-{[2-(4-chlorophenyl)-4,4-dimethylcyclohex-1-en-1-yl]methyl}piperazin-1-yl)-2-(1H-indol-5-yloxy)-N-({4-[(4-methylpiperazin-1-yl)amino]-3-nitrophenyl}sulfonyl)benzamide ClC1=CC=C(C=C1)C1=C(CCC(C1)(C)C)CN1CCN(CC1)C1=CC(=C(C(=O)NS(=O)(=O)C2=CC(=C(C=C2)NN2CCN(CC2)C)[N+](=O)[O-])C=C1)OC=1C=C2C=CNC2=CC1